CC1=CC=C(C=C1)S(=O)(=O)OC(C(=O)C1=CC=CC=C1)C1=CC=CC=C1 2-(4-toluenesulfonyloxy)-2-phenylacetophenone